CC1(C(CC2=CC=CC=C12)NC1=CC=C(C=N1)[C@@H](C(F)(F)F)N(C(=O)C1CCN(CC1)C)C)C N-((1S)-1-(6-((1,1-Dimethyl-2,3-dihydro-1H-inden-2-yl)amino)pyridin-3-yl)-2,2,2-trifluoroethyl)-N,1-dimethylpiperidine-4-carboxamide